N1=C(N=CC=C1)N1N=CN=C1C(C)=O 1-(2-pyrimidin-2-yl-1,2,4-triazol-3-yl)ethanone